1-isothiocyanato-4-(methanesulfinyl)butane N(=C=S)CCCCS(=O)C